C(C=C)(=O)OCCC[Si](O[SiH](C)C)(O[SiH](C)C)O[SiH](C)C 3-acryloxypropyl-tris(dimethylsiloxy)silane